C(C)(C)(C)OC(=O)N1CC(=CCC1)B1OC(C(O1)(C)C)(C)C tert-butyl-3-(4,4,5,5-tetramethyl-1,3,2-dioxaborolan-2-yl)-5,6-dihydro-2H-pyridine-1-carboxylate